NN1C=NC=2C(=C1)N=NC2 6-AMINOPYRAZOLOPYRIMIDINE